ethyl 2-methyl-5-((2-methylpyridin-3-yl)methoxy)benzofuran-3-carboxylate CC=1OC2=C(C1C(=O)OCC)C=C(C=C2)OCC=2C(=NC=CC2)C